FC=1C=C(C=2C3=C(NC2C1)C(=NC=N3)N(C)C)F 7,9-difluoro-N,N-dimethyl-5H-pyrimido[5,4-b]indol-4-amine